(S)-2-amino-3-(4-methoxy-2-methyl-1H-indol-3-yl)propanoic acid N[C@H](C(=O)O)CC1=C(NC2=CC=CC(=C12)OC)C